(R)-4-benzyl-3-(5-((tert-butyldimethylsilyl)oxy)pentanoyl)oxazolidin-2-one C(C1=CC=CC=C1)[C@H]1N(C(OC1)=O)C(CCCCO[Si](C)(C)C(C)(C)C)=O